C(C=C)OC(=O)N1CCC(CC1)CO[C@H]1CN(C[C@H](C1)N)C(=O)OCC1=CC=CC=C1 benzyl (3R,5S)-3-[(1-allyloxycarbonyl-4-piperidyl)methoxy]-5-amino-piperidine-1-carboxylate